Cis-2-(5-(3-hydroxycyclohexylamino)pyrimidin-2-yl)-6-(3-methoxy-2-methylphenyl)phthalazin-1(2H)-one O[C@H]1C[C@H](CCC1)NC=1C=NC(=NC1)N1C(C2=CC=C(C=C2C=N1)C1=C(C(=CC=C1)OC)C)=O